METHYL-4-ISOCYANATOSULFONYL-5-METHYL-THIOPHENE-3-CARBOXYLAT COC(=O)C1=CSC(=C1S(=O)(=O)N=C=O)C